CC1(CCC(CC1)NC=1N=CC2=C(N1)NC=C2C2=NC=1N(C=C2)N=CC1)O (1r,4r)-1-methyl-4-((5-(pyrazolo[1,5-a]pyrimidin-5-yl)-7H-pyrrolo[2,3-d]pyrimidin-2-yl)amino)cyclohexan-1-ol